tert-butyl 2-fluoro-4-(4,4,5,5-tetramethyl-1,3,2-dioxaborolan-2-yl)benzoate FC1=C(C(=O)OC(C)(C)C)C=CC(=C1)B1OC(C(O1)(C)C)(C)C